p-hydroxybenzaldehyde methacrylate C(C(=C)C)(=O)O.OC1=CC=C(C=O)C=C1